2-pyridinecarbonitrile N1=C(C=CC=C1)C#N